4-hydroxy-9,9'-spirobifluorene OC1=CC=CC=2C3(C4=CC=CC=C4C12)C1=CC=CC=C1C=1C=CC=CC13